NCCCCC[Si](OC)(OC)OC 3-(2-aminoethyl)propyltrimethoxysilane